4-(3-((7H-pyrrolo[2,3-d]pyrimidin-4-yl)amino)-4-(4-methyl-1,4-diazepan-1-yl)phenyl)-2-(thiazolidin-2-yl)but-3-yn-2-ol N1=CN=C(C2=C1NC=C2)NC=2C=C(C=CC2N2CCN(CCC2)C)C#CC(C)(O)C2SCCN2